carbon hydroxide oxygen nitrogen [N].[O].C(O)(O)(O)O